C(#N)C=1C=C(C=CC1)N1C=C(C2=C1N=CN=C2N2[C@H](CN(CC2)C(=O)OC(C)(C)C)C)C2=NC=CC=C2 tert-Butyl (S)-4-(7-(3-cyanophenyl)-5-(pyridin-2-yl)-7H-pyrrolo[2,3-d]pyrimidin-4-yl)-3-methylpiperazine-1-carboxylate